(R) or (S)-8-((1-methyl-3-(trifluoromethyl)-1H-pyrazol-5-yl)sulfonyl)-3-morpholino-1-oxa-8-azaspiro[4.5]decane CN1N=C(C=C1S(=O)(=O)N1CCC2(C[C@H](CO2)N2CCOCC2)CC1)C(F)(F)F |o1:14|